tert-butyl-(3-exo)-3-((4-((5-methyl-1H-pyrazol-3-yl) amino) quinazolin-2-yl) amino)-9-azabicyclo[3.3.1]nonane-9-carboxylate C(C)(C)(C)OC(=O)N1C2CC(CC1CCC2)NC2=NC1=CC=CC=C1C(=N2)NC2=NNC(=C2)C